methyl (3S)-3-[(2S)-4-[(dimethoxyphosphoryl) oxy]-2-({N-[(4-methoxy-1H-indol-2-yl) carbonyl]-L-leucyl} amino)-3-oxobutyl]-2-oxopyrrolidine-1-carboxylate COP(=O)(OC)OCC([C@H](C[C@H]1C(N(CC1)C(=O)OC)=O)NC([C@@H](NC(=O)C=1NC2=CC=CC(=C2C1)OC)CC(C)C)=O)=O